CC1C(NC=2N(C13CCCCC3)C=3N=C(N=CC3C2)NC2=CC=C(C=C2)C(=O)N2CCN(CC2)C)=O 8'-methyl-2'-((4-(4-methylpiperazine-1-carbonyl)phenyl)amino)-6'H-spiro[cyclohexane-1,9'-pyrrolo[1,5-a:2,3-d']dipyrimidin]-7'(8'H)-one